C1(=CC=CC=C1)C1=CC2=C(N(N=N2)CC2=CC=C(C=C2)C(F)(F)F)C(=C1)C(=O)NCC1=C(C(=O)O)C=CC=C1 ((5-phenyl-1-(4-(trifluoromethyl)benzyl)-1H-benzo[d][1,2,3]triazole-7-carboxamido)methyl)benzoic acid